S(=O)(=O)([O-])[O-].C(CCCCCCCCCCCCCCCCCCCCC)[N+](C)(C)C.C(CCCCCCCCCCCCCCCCCCCCC)[N+](C)(C)C behenyl-trimethyl-ammonium sulfate